C1(CC1)C(C)N1CCN(CC1)C1=CC=C(C=C1)B1OC(C(O1)(C)C)(C)C (-)-1-(1-cyclopropylethyl)-4-(4-(4,4,5,5-tetramethyl-1,3,2-dioxaborolan-2-yl)phenyl)piperazine